ClC1=C(C(=CC=C1)F)NC(=O)C1=CN=C(S1)NC1=NC(=NC(=C1)N1CCN(CC1)CCO)C N-(2-chloro-6-fluorophenyl)-2-((6-(4-(2-hydroxyethyl)piperazin-1-yl)-2-methylpyrimidin-4-yl)amino)thiazole-5-carboxamide